(cyclopropylmethoxy)[1,4'-bipiperidine]-1'-carboxylic acid benzyl ester C(C1=CC=CC=C1)OC(=O)N1CCC(CC1)N1C(CCCC1)OCC1CC1